C(C)(C)(C)OC(=O)N(CC1CCC1)CC1=CN(C2=CC(=CC=C12)C#N)C(=O)OC(C)(C)C tert-Butyl 3-(((tert-Butyloxycarbonyl)(cyclobutylmethyl)amino)methyl)-6-cyano-1H-indole-1-carboxylate